(Z)-4-methyl-N-(1,3,8-triphenyl-4-(o-tolyl)-7-oxa-1,2-diazaspiro[4.4]nona-2,8-dien-6-ylidene)benzenesulfonamide CC1=CC=C(C=C1)S(=O)(=O)\N=C/1\C2(C(C(=NN2C2=CC=CC=C2)C2=CC=CC=C2)C2=C(C=CC=C2)C)C=C(O1)C1=CC=CC=C1